FC(OC1=CC=C(CN2C(NC(N=C2)=O)=O)C=C1)(F)F 1-(4-(trifluoromethoxy)benzyl)-1,3,5-triazine-2,4-dione